N-(6-(5-chloropyridin-2-yl)thiazolo[4,5-b]pyrazin-2-yl)-2'-cyano-5'-methoxy-6-Methyl-[4,4'-bipyridyl]-3-carboxamide ClC=1C=CC(=NC1)C=1N=C2C(=NC1)N=C(S2)NC(=O)C=2C=NC(=CC2C2=CC(=NC=C2OC)C#N)C